CC1=C(C=NO)C=CC(=C1)C 2,4-dimethylbenzaldehyde oxime